C(C)(=O)C=1C(=C2N(CC3(N(C2=O)CC2=CC=C(C=C2)OC)CCC3)C1)Br 7'-acetyl-8'-bromo-2'-(4-methoxybenzyl)-4'H-spiro[cyclobutane-1,3'-pyrrolo[1,2-a]pyrazin]-1'(2'H)-one